N1N=CC(=C1)CN1C(=NC2=C1C(=CC(=C2)C(=O)N2[C@@H]1CC[C@H](C2)[C@H]1N)OC)C=1N(C2=CC=CC=C2C1)CC1CC1 (1-((1H-pyrazol-4-yl)methyl)-2-(1-(cyclopropylmethyl)-1H-indol-2-yl)-7-methoxy-1H-benzo[d]imidazol-5-yl)((1R,4R,7R)-7-amino-2-azabicyclo[2.2.1]hept-2-yl)methanone